C(=C)C(C(C)(C)C)C(=NO)C(C(C)(C)C)C=C vinyl-tris-methylethylketoxime